(R)-2-(3-bromophenyl)-2-hydroxyacetic acid BrC=1C=C(C=CC1)[C@H](C(=O)O)O